(S)-6-(((1-([1,1'-bi(cyclopropan)]-1-yl)-1H-1,2,3-triazol-4-yl)(2-methyl-1-oxo-1,2-dihydroisoquinolin-5-yl)methyl)amino)-4-(neopentylamino)quinoline-3,8-dicarbonitrile C1(CC1)(C1CC1)N1N=NC(=C1)[C@H](C1=C2C=CN(C(C2=CC=C1)=O)C)NC=1C=C2C(=C(C=NC2=C(C1)C#N)C#N)NCC(C)(C)C